(R)-1-methyl-1H-tetrazole CN1N=NN=C1